O[C@H]1[C@H](CCC2=C1N=C(S2)C(=O)NC)[C@H]2N1C(C3=CC=CC=C23)=CN=C1 (4S,5R)-4-hydroxy-5-((R)-5H-imidazo[5,1-a]isoindol-5-yl)-N-methyl-4,5,6,7-tetrahydrobenzo[d]thiazole-2-carboxamide